2-(3-hydrazino-3-oxo-propyl)-5-(4-methylpiperazin-1-yl)-N-[(1R)-1-(1-naphthyl)ethyl]benzamide N(N)C(CCC1=C(C(=O)N[C@H](C)C2=CC=CC3=CC=CC=C23)C=C(C=C1)N1CCN(CC1)C)=O